N-phenethyl-1-[4-(6,7-dimethoxyquinolin-4-yloxy)phenyl]-4-methyl-6-oxo-1,6-dihydropyridazine-3-carboxamide C(CC1=CC=CC=C1)NC(=O)C1=NN(C(C=C1C)=O)C1=CC=C(C=C1)OC1=CC=NC2=CC(=C(C=C12)OC)OC